tert-Butyl 2-(2-(2-(4-(4,4,5,5-tetramethyl-1,3,2-dioxaborolan-2-yl)-1H-pyrazol-1-yl)ethoxy)ethoxy)acetate CC1(OB(OC1(C)C)C=1C=NN(C1)CCOCCOCC(=O)OC(C)(C)C)C